N[C@H]1C[C@@H](C[C@H]1O)C(=O)N[C@@H](C1(C[C@@H]2C[C@@H]2C1)C)C1=C(C(=CC=C1F)Cl)Cl (1S,3S,4R)-3-amino-N-((S)-(2,3-dichloro-6-fluorophenyl)((1S,3r,5R)-3-methylbicyclo[3.1.0]hex-3-yl)methyl)-4-hydroxycyclopentanecarboxamide